9a-(Penta-1,2-dien-3-yl)-2,3-dihydro-1H-pyrrolo[1,2-a]indol-9(9aH)-one C=C=C(CC)C12N(C=3C=CC=CC3C1=O)CCC2